N-((R)-1-(3-Amino-5-(1,1-difluoro-2-methoxyethyl)phenyl)ethyl)-7-methoxy-2-methyl-6-(((S)-pyrrolidin-3-yl)oxy)quinazolin-4-amine NC=1C=C(C=C(C1)C(COC)(F)F)[C@@H](C)NC1=NC(=NC2=CC(=C(C=C12)O[C@@H]1CNCC1)OC)C